O1C(CCCC1)OCCC=1N=NNC1 4-(2-((tetrahydro-2H-pyran-2-yl)oxy)ethyl)-1H-1,2,3-triazol